N-(7-methyl-2,3-dihydro-1H-inden-4-yl)acetamide CC=1C=CC(=C2CCCC12)NC(C)=O